CC(C(=O)OCC(C)(NC1=NC2=C(N1)C=CC=C2C=O)C2=CC(=C(C=C2)F)Cl)(C)C [2-(3-chloro-4-fluoro-phenyl)-2-[(4-formyl-1H-benzimidazol-2-yl) amino] propyl] 2,2-dimethylpropanoate